O1CCN(CC1)C1=CC=CC(N1)=O 6-morpholino-1H-pyridin-2-one